C(C)N(C(CO)=O)CC N,N-diethylhydroxyacetamide